tert-butyl (3S,5R)-4-((1r,3R)-3-((1-((benzyloxy)carbonyl)piperidin-4-yl)oxy)cyclobutyl)-3,5-dimethylpiperazine-1-carboxylate C(C1=CC=CC=C1)OC(=O)N1CCC(CC1)OC1CC(C1)N1[C@H](CN(C[C@H]1C)C(=O)OC(C)(C)C)C